OC1=C(C(=O)OCC(CO)O)C=CC=C1 hydroxybenzoic acid, 2,3-dihydroxypropyl ester